COC1=C(C(=CC(=C1)C)C)C=1C=CC2=C(N=C(N(C2=O)C)C2CN(CCC2)C)N1 7-(2-methoxy-4,6-dimethyl-phenyl)-3-methyl-2-(1-methyl-3-piperidyl)pyrido[2,3-d]pyrimidin-4-one